C(C)OC(=O)N1C2COCC1CC(C2)N2CCC(CC2)N2[C@H](CC(C2)(F)F)CO 7-{4-[(2R)-4,4-difluoro-2-(hydroxymethyl)pyrrolidin-1-yl]piperidin-1-yl}-3-oxa-9-azabicyclo[3.3.1]nonane-9-carboxylic acid ethyl ester